2-(acryloyloxy)ethylphosphonic acid dimethyl ester COP(OC)(=O)CCOC(C=C)=O